N1(C=CC=C1)CCCN1C=NC(=C1C1CC1)\C=C/1\C(N(CC(N1)=O)C(C)=O)=O (Z)-3-((1-(3-(1H-pyrrol-1-yl)propyl)-5-cyclopropyl-1H-imidazol-4-yl)methylene)-1-acetylpiperazine-2,5-dione